N-(4-(4-(2-(1H-indol-2-yl)acetamido)-2,5-difluorophenoxy)pyridin-2-yl)cyclopropanecarboxamide N1C(=CC2=CC=CC=C12)CC(=O)NC1=CC(=C(OC2=CC(=NC=C2)NC(=O)C2CC2)C=C1F)F